OC(CC(=O)O)CCCCC(CCCCC)C 3-hydroxy-8-methyltridecanoic acid